4-bromo-1-(2-methoxyethyl)-5-phenylpyridin-2(1H)-one BrC1=CC(N(C=C1C1=CC=CC=C1)CCOC)=O